NC1=NC=C(C2=CC=CC=C12)N1N=CC(=C1C(F)(F)F)C(=O)NC=1C(=NC(=C(C1)Cl)N1N=CC(=N1)C)C 1-(1-Aminoisochinolin-4-yl)-N-(5-chloro-2-methyl-6-(4-methyl-2H-1,2,3-triazol-2-yl)pyridin-3-yl)-5-(trifluoromethyl)-1H-pyrazol-4-carboxamid